2,6-dimethyloct-7-en-4-one CC(C)CC(CC(C=C)C)=O